ClC=1C=C2C(=CN1)N(C=C2)COCC[Si](C)(C)C 2-[(5-chloropyrrolo[2,3-c]pyridin-1-yl)methoxy]ethyl-trimethyl-silane